FC=1C=C2C=C(C(NC2=CC1)=O)C=1C=NN(C1)C1=CC=C(C=C1)C(=O)N1[C@@H](C[C@H](C1)OC)CO 6-fluoro-3-{1-[4-((2S,4R)-2-hydroxymethyl-4-methoxy-pyrrolidine-1-carbonyl)-phenyl]-1H-pyrazol-4-yl}-1H-quinolin-2-one